CC(=O)O[C@H]1CC[C@@]2([C@@]1([C@H]3[C@@H](CC[C@@H]2CO)C(=C)C(=O)O3)C)O The molecule is a sesquiterpene lactone that is a (3aS,9bS)-3-methylidenedecahydroazuleno[4,5-b]furan-2(3H)-one heterotricyclic ring system with a hydroxymethyl, hydroxy, acetate, and methyl group substituents at positions 6, 6a, 9, and 9a respectively. It has a role as a metabolite. It is a sesquiterpene lactone, a gamma-lactone, an organic heterotricyclic compound and an acetate ester.